CN1N=NC2=C1C=CC(=C2)C(=O)OC methyl 1-methyl-1H-benzo[d][1,2,3]triazole-5-carboxylate